[Br-].COC(=O)C[P+](C1=CC=CC=C1)(C1=CC=CC=C1)C1=CC=CC=C1 (methoxycarbonylmethyl)-triphenylphosphonium bromide